C(=CC)B(O)O Propenylboronic acid